N1C=C(C2=CC=CC=C12)CC(C(=O)[O-])=O INDOLE-3-PYRUVATE